BrC1=CC=C(C(=O)Cl)C=C1 p-bromobenzoylchloride